7-(1-(2-(2-ethylbutylamino)-2-oxoethyl)-2-oxo-1,2-dihydro-pyridin-3-ylamino)-6-(1-methyl-1H-imidazole-5-carboxamido)-7-oxo-hept-enoic acid methyl ester COC(C=CCCC(C(=O)NC=1C(N(C=CC1)CC(=O)NCC(CC)CC)=O)NC(=O)C1=CN=CN1C)=O